CC1=CC(C=C2C3=C(C4=C5C(=COC4=C21)C=CC=C5)C=CC=C3)=O 8-methyl-6H-tribenzo[c,f,H]chromen-6-one